(S)-2-(2-methoxyphenyl)-2-((tetrahydro-2H-pyran-4-yl)oxy)ethan-1-ol isopropyl-7-(2-(2-chloroacetamido)imidazo[1,2-a]pyrazin-6-yl)-2,3-dihydro-1H-pyrido[2,3-b][1,4]oxazine-1-carboxylate C(C)(C)C1N(C2=C(OC1)N=CC(=C2)C=2N=CC=1N(C2)C=C(N1)NC(CCl)=O)C(=O)OC[C@@H](OC1CCOCC1)C1=C(C=CC=C1)OC